N-(2-(4-(4-allylpiperazine-1-yl)piperidine-1-yl)-5-((6-((R)-3-(3-chloro-4-fluorophenyl)isoxazolidine-2-yl)pyrimidine-4-yl)amino)-4-methoxyphenyl)acrylamide C(C=C)N1CCN(CC1)C1CCN(CC1)C1=C(C=C(C(=C1)OC)NC1=NC=NC(=C1)N1OCC[C@@H]1C1=CC(=C(C=C1)F)Cl)NC(C=C)=O